C[Si](O[Si](O[Si](O[Si](O[Si](C)(C)C)(O[Si](C)(C)C)C)(C)CCC=O)(O[Si](C)(C)C)C)(C)C 3-(1,1,1,3,5,7,9,9,9-nonamethyl-3,7-bis((trimethylsilyl)oxy)pentasiloxane-5-yl)propanal